C(N)(=O)C=1N(C2=CC(=CC=C2C1)OC(F)(F)F)C1=CC=CC(=N1)/C(=C/C(=O)O)/C (E)-3-(6-(2-carbamoyl-6-(trifluoromethoxy)-1H-indol-1-yl)pyridin-2-yl)but-2-enoic acid